O=C1NC(CCC1NC(C1=C(C=C(C=C1)N1CCC(CC1)C=O)F)=O)=O N-(2,6-dioxo-3-piperidyl)-2-fluoro-4-(4-formyl-1-piperidyl)benzamide